C(C)(=O)OC1=C(C=C(C=C1)\C=C\C(N[C@@H]1[C@H](C1)C1=CC=CC=C1)=O)OC(C)=O 4-((E)-3-oxo-3-(((1S,2R)-2-phenylcyclopropyl)amino)prop-1-en-1-yl)-1,2-phenylene diacetate